COC1=NC2=C(C3=C(CCNCC3)N2C)N=C1 3-methoxy-5-methyl-5,6,7,8,9,10-hexahydropyrazino[2',3':4,5]-pyrrolo[2,3-d]azepine